FC1(CCC(CC1)C(=O)OC)F Methyl 4,4-difluorocyclohexane-1-carboxylate